CN1N=C(C2=CC=CC=C12)NC1=NC2=CC=CC=C2C(=N1)NCCCO 3-((2-((1-methyl-1H-indazol-3-yl)amino)quinazolin-4-yl)amino)propan-1-ol